isopropyl (Z)-5-(4-chlorophenyl)-2-(4-(3-hydroxypropoxy)benzylidene)-7-methyl-3-oxo-2,3-dihydro-5H-thiazolo[3,2-a]pyrimidine-6-carboxylate ClC1=CC=C(C=C1)C1C(=C(N=C2N1C(/C(/S2)=C/C2=CC=C(C=C2)OCCCO)=O)C)C(=O)OC(C)C